CC(COCC(C)(N)N)(N)N methyl-diaminoethylether